CC1[N@@](C1)S(=O)(=O)C1=CC=C(C=C1)[N+](=O)[O-] (R)-2-methyl-1-[(4-nitrophenyl)sulfonyl]aziridine